(2R)-2-(6-{5-chloro-2-[(oxan-4-yl)amino]pyrimidin-4-yl}-1-oxo-2,3-dihydro-1H-isoindol-2-yl)-N-[(1S)-1-[2-(dimethylamino)pyridin-4-yl]-2-hydroxyethyl]propanamide ClC=1C(=NC(=NC1)NC1CCOCC1)C1=CC=C2CN(C(C2=C1)=O)[C@@H](C(=O)N[C@H](CO)C1=CC(=NC=C1)N(C)C)C